C(C)[C@H]1N(CC[C@](C1)(C(=O)O)CC1=NC(=CC=C1F)NC1=NNC(=C1)C)CC1=C(C=CC=C1)C(F)(F)F (2R,4R)-2-ethyl-4-((3-fluoro-6-((5-methyl-1H-pyrazol-3-yl)amino)pyridin-2-yl)methyl)-1-(2-(trifluoromethyl)benzyl)piperidine-4-carboxylic acid